C(C1=CC=CC=C1)N1CC(CCC1)C=1NC2=C(N1)C=CC=C2C(=O)N 2-(N-benzylpiperidin-3-yl)benzimidazole-4-carboxamide